5-fluoro-2-methoxy-N-(propan-2-yl-13C3)benzamide FC=1C=CC(=C(C(=O)N[13CH]([13CH3])[13CH3])C1)OC